N1=C2C(=CC(=C1)C#N)CCC2 6,7-dihydro-5H-cyclopenta[b]pyridine-3-carbonitrile